C(CC)N([C@@H](C)C(=O)O)CCC N,N-dipropylalanine